(E)-(amino(methylthio)methylene)carbamic acid benzyl ester C(C1=CC=CC=C1)OC(/N=C(/SC)\N)=O